4-[3-(2,6-Dichloro-4-piperazin-1-yl-benzoyl)-2,4-dihydro-1,3-benzoxazin-8-yl]-5-fluoro-2-(3-oxa-8-azabicyclo[3.2.1]oct-8-yl)benzoic acid ClC1=C(C(=O)N2COC3=C(C2)C=CC=C3C3=CC(=C(C(=O)O)C=C3F)N3C2COCC3CC2)C(=CC(=C1)N1CCNCC1)Cl